C(CCC)OCC1=CC=C(C=C1)COCCCC α,α'-di-n-butoxy-p-xylene